CC1CC(NC1)C(=O)NCC1=CC=C(C=C1)C1=C(N=CS1)C 4-methyl-N-[[4-(4-methyl-1,3-thiazol-5-yl)phenyl]methyl]pyrrolidine-2-carboxamid